C1(CCCCC1)CCC(=O)NC1=C(C=C(C=C1C)N1CCOCC1)C 3-Cyclohexyl-N-(2,6-dimethyl-4-morpholin-4-yl-phenyl)-propionamide